C=1(C(=CC=CC1)C=1C(=CC=CC1)O)O 2,2-biphenol